(RS)-10-Ethyl-6-isopropyl-2-methoxy-3-(3-methoxypropoxy)-9-oxo-9,10-dihydro-6H-pyrano[3,2-b:4,5-b']dipyridine-8-carbonitrile C(C)N1C2=C(C=C(C1=O)C#N)[C@H](OC=1C2=NC(=C(C1)OCCCOC)OC)C(C)C |r|